COCCOC1=NC=NC(=C1)O[C@H]1CN[C@H](C1)C 4-(2-Methoxyethoxy)-6-(((3r,5s)-5-methylpyrrolidin-3-yl)oxy)pyrimidine